O=CCC1CCC(=O)O1 (+)-4-oxoethylbutyrolactone